(E)-3-[6-fluoro-1-(4-fluoro-3-methyl-phenyl)-2-isopropyl-5-methoxy-indol-3-yl]2-propenoic acid ethyl ester C(C)OC(\C=C\C1=C(N(C2=CC(=C(C=C12)OC)F)C1=CC(=C(C=C1)F)C)C(C)C)=O